Octane bis(tetrafluoroborate) F[B-](F)(F)F.F[B-](F)(F)F.CCCCCCCC